C1(=CC=CC=C1)P(C1=C(SC(=C1P(C1=CC=CC=C1)C1=CC=CC=C1)CCCC)CCCC)C1=CC=CC=C1 3,4-bis(diphenylphosphino)-2,5-di-n-butylthiophene